C(C)(C)(C)N[SiH2]NC(C)(C)C bis-tertiary butylaminosilane